tert-butyl (E)-(4-((2-amino-6-(3-((tert-butyldimethylsilyl)oxy)propoxy)-4-carbamoylphenyl)amino)but-2-en-1-yl)carbamate NC1=C(C(=CC(=C1)C(N)=O)OCCCO[Si](C)(C)C(C)(C)C)NC/C=C/CNC(OC(C)(C)C)=O